COC1=C(C=C(C=C1)C(F)(F)F)C1NCCC1 2-(2-methoxy-5-(trifluoromethyl)phenyl)pyrrolidine